ClC=1N=C(SC1C(C(C)C)O)CC(=O)N (4-chloro-5-(1-hydroxy-2-methylpropyl)thiazol-2-yl)acetamide